N-(6-(1-methyl-1H-pyrazol-4-yl)isoquinolin-3-yl)-4-(morpholinomethyl)cyclohexane-1-carboxamide CN1N=CC(=C1)C=1C=C2C=C(N=CC2=CC1)NC(=O)C1CCC(CC1)CN1CCOCC1